C(CC)OC(CCCC)O propoxypentanol